CN1CCC(CC1)N1CCNCC1 1-(1-methyl-4-piperidyl)piperazine